tert-butyl N-[(2R)-3-(allyloxycarbonylamino)-2-hydroxy-propyl]-N-[3-(tert-butoxycarbonylamino)propyl]carbamate C(C=C)OC(=O)NC[C@H](CN(C(OC(C)(C)C)=O)CCCNC(=O)OC(C)(C)C)O